indium-zinc-copper [Cu].[Zn].[In]